Bromostyrene C1=CC=C(C=C1)/C=C/Br